C1(=CC=CC=C1)C1(C(NCN1)=O)C1=CC=CC=C1 5,5-diphenyl-4-imidazolidinone